N1=C(C=CC=C1)[C@@]1(CCOC2(CCCC2)C1)CCN (R)-2-(9-(pyrid-2-yl)-6-oxaspiro[4.5]decan-9-yl)ethylamine